3-(5-cyano-1-methyl-1H-pyrrol-3-yl)-5-oxo-1,2-oxazolidine-2-carboxylic acid tert-butyl ester C(C)(C)(C)OC(=O)N1OC(CC1C1=CN(C(=C1)C#N)C)=O